2-(1-cyclopropyltriazol-4-yl)-4-[4-(2,4-difluorophenyl)-6,7-dimethyl-pteridin-2-yl]morpholine C1(CC1)N1N=NC(=C1)C1CN(CCO1)C1=NC2=NC(=C(N=C2C(=N1)C1=C(C=C(C=C1)F)F)C)C